ClC1=CC(=C(C=C1Cl)[C@H](N[S@@](=O)C(C)(C)C)C1CCN(CC1)C(=O)[C@@H]1CNCC1)O (S)-N-((R)-(4,5-dichloro-2-hydroxyphenyl)(1-((S)-pyrrolidine-3-carbonyl)piperidin-4-yl)methyl)-2-methylpropane-2-sulfinamide